ClC=1C=NC=C(C1[C@@H](C)OC=1C=C2C(=NNC2=CC1)C1=NC2=C(N1)CN(C2)C(CN2CC(CC2)F)=O)Cl 1-(2-(5-((R)-1-(3,5-dichloropyridin-4-yl)ethoxy)-1H-indazol-3-yl)-4,6-dihydropyrrolo[3,4-d]imidazol-5(1H)-yl)-2-(3-fluoropyrrolidin-1-yl)ethan-1-one